[C@H]1(CC[C@H](CC1)N1CCCC1)N1CCCC1 trans-1,1'-(1,4-cyclohexandiyl)dipyrrolidine